N1N=CC(=C1)C1CN(CCO1)C1=NC=CC(=N1)C1=CN=C2N1C=C(C=C2)C(F)(F)F 2-(1H-pyrazol-4-yl)-4-(4-(6-(trifluoromethyl)imidazo[1,2-a]pyridin-3-yl)pyrimidin-2-yl)morpholine